FC1=C(C=CC=C1)C1=NC(=NC=C1)NCC1=C(N=NN1C)C1=NC=C(C(=N1)C)OC1CC(CCC1)C(=O)O 3-((2-(5-(((4-(2-fluoro-phenyl)pyrimidin-2-yl)amino)methyl)-1-methyl-1H-1,2,3-triazol-4-yl)-4-methylpyrimidin-5-yl)oxy)cyclohexanecarboxylic acid